Methyl (S)-4-(morpholine-4-carbonyl)-3-(p-tolyl)-2,3,4,5-tetrahydrobenzo[f][1,4]oxazepine-8-carboxylate N1(CCOCC1)C(=O)N1[C@H](COC2=C(C1)C=CC(=C2)C(=O)OC)C2=CC=C(C=C2)C